6-[(2E)-1,1-dimethyl-2-[(2E,4E)-5-(1,1,3-trimethylbenzo[e]indol-3-ium-2-yl)penta-2,4-dienylidene]benzo[e]indol-3-yl]hexanoic acid CC1(\C(\N(C=2C=CC3=C(C12)C=CC=C3)CCCCCC(=O)O)=C/C=C/C=C/C3=[N+](C=1C=CC2=C(C1C3(C)C)C=CC=C2)C)C